C1(C=2C(C(N1[C@]1([C@](SC3=CC=C(C=C3)C)(O[C@@H]([C@H]([C@@H]1O)O)C(O)=O)C(C)=O)CC1=CC(C(C=C1)=O)=O)=O)=CC=CC2)=O p-methylphenyl 2-deoxy-phthalimido-3,4-di-oxo-benzyl-6-oxo-acetyl-1-thio-β-D-glucopyranoside